C(C)(C)(C)C1=C(C=CC(=C1)CCCCCCC)O 2-t-butyl-4-heptyl-phenol